N-(2-(8-oxa-1-azaspiro[4.5]dec-3-en-4-yl)thieno[2,3-b]pyridin-4-yl)-6-fluorobenzo[d]thiazol-5-amine N1CC=C(C12CCOCC2)C2=CC=1C(=NC=CC1NC=1C(=CC3=C(N=CS3)C1)F)S2